BrC=1C=NC(=NC1)NC(=O)C1CCC1 N-(5-bromopyrimidin-2-yl)cyclobutanecarboxamide